CN1N=C(C2=CN(C=3N=CN=C1C32)[C@H]3[C@H](O)[C@H](O)[C@H](O3)CO)N 5-Methyl-1-(β-D-ribofuranosyl)-1,5-dihydro-1,4,5,6,8-pentaazaacenaphthylen-3-amine